6-((4-(((S)-2-hydroxy-1-phenylethyl)amino)-5-(1,3,4-oxadiazol-2-yl)pyrimidin-2-yl)amino)-3-methylisochromane-1,4-dione OC[C@H](C1=CC=CC=C1)NC1=NC(=NC=C1C=1OC=NN1)NC=1C=C2C(C(OC(C2=CC1)=O)C)=O